ClC1=C(C=C2C(=N1)C=C(N2)C(=O)O)C 5-chloro-6-methyl-1H-pyrrolo[3,2-b]pyridine-2-carboxylic acid